(E)-4-(N-acetyl-O-benzyl-D-seryl)-1-(α-cyano-3-(4-hydroxyphenyl)acryloyl)piperazine C(C)(=O)N[C@H](COCC1=CC=CC=C1)C(=O)N1CCN(CC1)C(\C(=C\C1=CC=C(C=C1)O)\C#N)=O